CC1(OC[C@@]2(C1)C[C@H](N(CC2)C2=C(N)C=CC=C2)C)C 2-[(5R,7R)-3,3,7-trimethyl-2-oxa-8-azaspiro[4.5]decan-8-yl]aniline